ClC=1C(=CC=C2N=CC(=NC12)C=1C=NN(C1)C1CCNCC1)OC=1C=CC2=C(NC(=N2)C)C1 8-Chloro-7-((2-methyl-1H-benzo[d]imidazol-6-yl)oxy)-2-(1-(piperidin-4-yl)-1H-pyrazol-4-yl)quinoxaline